tert-butyl 4-(3,5-bis(hydroxymethyl)phenyl)piperazine-1-carboxylate OCC=1C=C(C=C(C1)CO)N1CCN(CC1)C(=O)OC(C)(C)C